Cl.NCC1=NOC(C1)(C(=O)OCC)CC1=CC(=CC=C1)F ethyl 3-(aminomethyl)-5-(3-fluorobenzyl)-4,5-dihydroisoxazole-5-carboxylate hydrochloride